NC=1C(=C2C(N(C=NC2=CC1)CCOC)=O)C1=CCN(CC1)C(=O)OC(C)(C)C tert-butyl 4-(6-amino-3-(2-methoxyethyl)-4-oxo-3,4-dihydroquinazolin-5-yl)-5,6-dihydropyridine-1(2H)-carboxylate